C(CC)OC1=CC=C(C=C1)OCCC 1,4-dipropoxybenzene